C(=O)OCC([N+](=O)[O-])([N+](=O)[O-])[N+](=O)[O-] 2,2,2-trinitroethyl formate